Spiro[azepan-4,4'-pyrido[2,3-d][1,3]oxazine]-2'(1'H)-one N1C(OC2(C3=C1N=CC=C3)CCNCCC2)=O